N,N-bis(2-hydroxyethyl)-2,5-furandicarboxamide OCCN(C(=O)C=1OC(=CC1)C(=O)N)CCO